1-(3-bromo-5-fluorophenyl)-3-(5-chloro-2-hydroxymethylphenyl)urea BrC=1C=C(C=C(C1)F)NC(=O)NC1=C(C=CC(=C1)Cl)CO